CC1([C@@H]2CC3=CC(NC=C3[C@H]1C2)(C(=O)O)C=2SC=CC2)C (6S,8S)-7,7-dimethyl-3-(thiophen-2-yl)-5,6,7,8-tetrahydro-6,8-methyleneisoquinoline-3-carboxylic acid